4-(4-(2-((4-cyanopyridin-2-yl)amino)-6-(3,3-difluoropyrrolidin-1-yl)pyridin-4-yl)piperidin-1-yl)-4-oxobutanoic acid C(#N)C1=CC(=NC=C1)NC1=NC(=CC(=C1)C1CCN(CC1)C(CCC(=O)O)=O)N1CC(CC1)(F)F